C(C)(C)(C)OC(=O)N[C@H](C(=O)O)CCN(CCCCC1=NC=2NCCCC2C=C1)CC1=CC=C(C=C1)F (S)-2-((tert-butoxycarbonyl)amino)-4-((4-fluorobenzyl)(4-(5,6,7,8-tetrahydro-1,8-naphthyridin-2-yl)butyl)amino)butanoic acid